2-((1-methyl-9-(1-methyl-1H-pyrazol-4-yl)-6,7-dihydro-5H-benzo[c][1,2,3]triazolo[1,5-a]azepin-7-yl)amino)benzoic acid CC=1N=NN2C1C1=C(C(CC2)NC2=C(C(=O)O)C=CC=C2)C=C(C=C1)C=1C=NN(C1)C